C(=O)(OC(C)(C)C)N[C@@H]1CC[C@H](CC1)CCN1CCN(CC1)C1=C(C(=CC=C1)Cl)Cl trans-N-Boc-4-[2-[4-(2,3-dichlorophenyl)-1-piperazinyl]ethyl]cyclohexylamine